methyl-(4-(5-(2-chloro-[1,1'-biphenyl]-3-yl)-1,3,4-oxadiazol-2-yl)benzyl)-L-serine CN([C@@H](CO)C(=O)O)CC1=CC=C(C=C1)C=1OC(=NN1)C=1C(=C(C=CC1)C1=CC=CC=C1)Cl